FC=1C(=CC=2C3=C(NC(C2C1)=O)COC[C@@H]3N(C(=O)C=3NC=1CCC(CC1C3)(F)F)C)F |r| Racemic-N-(8,9-difluoro-6-oxo-1,4,5,6-tetrahydro-2H-pyrano[3,4-c]isoquinolin-1-yl)-5,5-difluoro-N-methyl-4,5,6,7-tetrahydro-1H-indole-2-carboxamide